NCC(C=1SC(=CN1)C(CO)O)NC(=O)C=1NC(=CC1)C1=NC=C(C=C1)C(F)(F)F N-(2-Amino-1-(5-(1,2-dihydroxyethyl)thiazol-2-yl)ethyl)-5-(5-(trifluoromethyl)pyridin-2-yl)-1H-pyrrole-2-carboxamide